4-(3-amino-1-(3-(1-(2-hydroxyethyl)-1H-pyrazol-4-yl)phenyl)-1H-pyrazol-5-yl)-2-fluorobenzonitrile NC1=NN(C(=C1)C1=CC(=C(C#N)C=C1)F)C1=CC(=CC=C1)C=1C=NN(C1)CCO